FC1(CN(CC[C@H]1NC1=NN2C(C(=N1)OC)=C(C=C2)C=2C=CC1=C(N(N=N1)CCF)C2)CCO)F (R)-2-(3,3-difluoro-4-((5-(1-(2-fluoroethyl)-1H-benzo[d][1,2,3]triazol-6-yl)-4-methoxypyrrolo[2,1-f][1,2,4]triazin-2-yl)amino)piperidin-1-yl)ethan-1-ol